NC=1C=C(C=CC1)C=1N=C(C=2N(C1)C=CN2)NC2=CC=C(C=C2)N2CCOCC2 6-(3-aminophenyl)-N-(4-morpholinophenyl)imidazo[1,2-a]pyrazin-8-amine